N[C@H](C(=O)O)C[C@H](C(=O)O)CCCN(C(CN1C(=NC=C1)[N+](=O)[O-])=O)CCCF (2S,4R)-2-amino-4-(3-(N-(3-fluoropropyl)-2-(2-nitro-1H-imidazol-1-yl)acetamido)propyl)glutaric acid